1-[1-methyl-6-[rac-(3S)-pyrrolidin-3-yl]indazol-3-yl]hexahydropyrimidine-2,4-dione CN1N=C(C2=CC=C(C=C12)[C@H]1CNCC1)N1C(NC(CC1)=O)=O |r|